resorcinol C1(O)=CC(O)=CC=C1